FC1=C(C#N)C=C(C=C1)C1CC(C1)N1N=C2N(C1=O)[C@@H](CC2)C2=NC=CN=C2 2-fluoro-5-((1S,3R)-3-((S)-3-oxo-5-(pyrazin-2-yl)-6,7-dihydro-3H-pyrrolo[2,1-c][1,2,4]triazol-2(5H)-yl)cyclobutyl)benzonitrile